8-bromo-6-(difluoromethyl)-N-(2-methylisoindolin-5-yl)quinazolin-2-amine BrC=1C=C(C=C2C=NC(=NC12)NC=1C=C2CN(CC2=CC1)C)C(F)F